N-(3'-(5-((3-(acetamidomethyl)azetidin-1-yl)methyl)-4-methoxypyrimidin-2-yl)-2,2'-dichloro-[1,1'-biphenyl]-3-yl)-1,5-dimethyl-4,5,6,7-tetrahydro-1H-imidazo[4,5-c]pyridine-2-carboxamide C(C)(=O)NCC1CN(C1)CC=1C(=NC(=NC1)C=1C(=C(C=CC1)C1=C(C(=CC=C1)NC(=O)C=1N(C2=C(CN(CC2)C)N1)C)Cl)Cl)OC